COC=1C=CC2=C(C=C(C=3C=4C=CC(=CC4C(C23)(C)C)OC)O)C1OC 3,4,9-trimethoxy-11,11-dimethyl-11H-benzofluoren-6-ol